ClC1=CC(=C(CC=2OC3=C(C2)C=CC(=C3)C(=O)NCC3=CC=C(C=C3)S(=O)(=O)CC)C=C1)C(F)(F)F 2-(4-chloro-2-(trifluoromethyl)benzyl)-N-(4-(ethylsulfonyl)benzyl)benzofuran-6-carboxamide